Cl.C1(=CC=CC=C1)N/C=C/C=C/C=N/C1=CC=CC=C1 E-N-((2E,4E)-5-(phenyl-amino)penta-2,4-dienylidene)aniline hydrochloride